NC1=CC=C(\C=C/2\C(NC3=C(S2)C=CC(=C3)S(=O)(=O)CC3=C(C=CC=C3C)C)=O)C=C1 (Z)-2-(4-aminobenzylidene)-6-((2,6-dimethylbenzyl)sulfonyl)-2H-benzo[b][1,4]thiazin-3(4H)-one